5-(2-Aminopropoxy)-2-methyl-N-(1-(quinolin-5-yl)cyclopropyl)benzamide NC(COC=1C=CC(=C(C(=O)NC2(CC2)C2=C3C=CC=NC3=CC=C2)C1)C)C